FC1=C(C=CC(=C1C)OC1=CC2=C(N(N=N2)C)C(=C1)F)NC1=NC=NC2=C1N=C(N=C2)N2C[C@H](N(CC2)C(C=C)=O)C (R)-1-(4-(8-((2-fluoro-4-((7-fluoro-1-methyl-1H-benzo[d][1,2,3]triazol-5-yl)oxy)-3-methylphenyl)amino)pyrimido[5,4-d]pyrimidin-2-yl)-2-methylpiperazin-1-yl)prop-2-en-1-one